1-[(S)-3-hydroxypyrrolidinamido](2E,4E,6E,8E,10E,12E,14E,16Z,18E)-4,8,13,17-tetramethyleicosane O[C@@H]1CN(CC1)C(=O)NCCCC(CCCC(CCCCC(CCCC(CCC)C)C)C)C